sodium phosphate, potassium salt [K+].P(=O)([O-])([O-])O.[Na+]